cyano-2-phenylimidazole C(#N)C=1N=C(NC1)C1=CC=CC=C1